[O-]S(=O)(=O)C(F)(F)F.C[S+](CC1=CC=C(C=C1)C(=O)OC)C dimethyl-(4-(methoxycarbonyl)benzyl)sulfonium triflate